2-(2-{2-[3-(1-acetylpiperidin-4-yl)-4-(1,2-benzothiazol-6-yl)-1H-indazol-1-yl]acetamido}acetamido)acetic acid C(C)(=O)N1CCC(CC1)C1=NN(C2=CC=CC(=C12)C1=CC2=C(C=NS2)C=C1)CC(=O)NCC(=O)NCC(=O)O